C(C)[C@@H]1N(C[C@H](N(C1)C(C)C1=C(C=C(C=C1)F)C)CC)C=1N(N=C2C1N(C(C=C2)=O)C)C2OCCCC2 ((2S,5R)-2,5-diethyl-4-(1-(4-fluoro-2-methylphenyl)ethyl)piperazin-1-yl)-4-methyl-2-(tetrahydro-2H-pyran-2-yl)-2,4-dihydro-5H-pyrazolo[4,3-b]pyridin-5-one